1-(3-((2,2-Diethyl-4-(pyridin-2-yl)tetrahydro-2H-pyran-4-yl)oxy)propyl)-4-(6-(trifluoromethyl)pyridin-2-yl)piperazine C(C)C1(OCCC(C1)(C1=NC=CC=C1)OCCCN1CCN(CC1)C1=NC(=CC=C1)C(F)(F)F)CC